C(CCCCCCCCCCCCCCCC)(=O)OCCCCCCCCCCCCCCCCC Heptadecan-1-yl Margarate